NC1=CC(=C2C(CCO2)=C1C#N)Br 5-amino-7-bromo-2,3-dihydrobenzofuran-4-carbonitrile